FC1([C@@H]2C[C@H](C[C@H](C1)N2C)OC2=CC=C(N=N2)C2=C(C=C(C=C2)N2C=NC=C2)O)F 2-(6-(((1R,3S,5S)-6,6-difluoro-8-methyl-8-azabicyclo[3.2.1]octan-3-yl)oxy)pyridazin-3-yl)-5-(1H-imidazol-1-yl)phenol